1,4-bis(3-methyl-5-aminophenyl)benzene CC=1C=C(C=C(C1)N)C1=CC=C(C=C1)C1=CC(=CC(=C1)N)C